sodium-lithium-aluminum [Al].[Li].[Na]